2-(4-(3-isopropyl-2-(8-methoxy-[1,2,4]triazolo[1,5-b]pyridazin-6-yl)-1H-indol-5-yl)piperidin-1-yl)acetamide C(C)(C)C1=C(NC2=CC=C(C=C12)C1CCN(CC1)CC(=O)N)C=1C=C(C=2N(N1)N=CN2)OC